cyclohexylsalicylate C1(CCCCC1)OC=1C(C(=O)[O-])=CC=CC1